Octyl ((((2R,3S,5R)-5-(6-amino-2-fluoro-9H-purin-9-yl)-2-ethynyl-3-hydroxytetrahydrofuran-2-yl)methoxy)(((S)-1-(octyloxy)-1-oxopropan-2-yl)oxy)phosphoryl)-L-phenylalaninate NC1=C2N=CN(C2=NC(=N1)F)[C@H]1C[C@@H]([C@@](O1)(C#C)COP(=O)(O[C@H](C(=O)OCCCCCCCC)C)N[C@@H](CC1=CC=CC=C1)C(=O)OCCCCCCCC)O